BrC1=C(C=C(C(=O)N2CC=3N(CC2)C(N(C3C(=O)NCC=3C(=CC2=C(C=CO2)C3)C)C3=CC=C(C=C3)OCC(F)(F)F)=O)C=C1)Cl 7-(4-bromo-3-chloro-benzoyl)-N-[(6-methylbenzofuran-5-yl)methyl]-3-oxo-2-[4-(2,2,2-trifluoroethoxy)phenyl]-6,8-dihydro-5H-imidazo[1,5-a]pyrazine-1-carboxamide